FC(C1CCC(CC1)C1=C(C(=NC=N1)NC(C)CC)CC)F 6-[4-(difluoromethyl)cyclohexyl]-5-ethyl-N-sec-butyl-pyrimidin-4-amine